C1N(CC12CNCC2C(=O)O)C(=O)O.FC2=C(C(=CC=C2)F)C=2NC1=C(C3=C(N2)C=CC(=C3)C(=O)N3CC(C3)F)NN=C1 (5-(2,6-difluorophenyl)-1,4-dihydrobenzo[d]pyrazolo[3,4-f][1,3]diazepin-9-yl)(3-fluoroazetidin-1-yl)methanone 2,6-diazaspiro[3.4]octane-2,8-dicarboxylate